COC1C(CN(CC1)C(=O)OC(C)(C)C)COC=1C(=NC=CC1)C(F)(F)F tert-butyl 4-methoxy-3-(((2-(trifluoromethyl)pyridin-3-yl)oxy)methyl)piperidine-1-carboxylate